5'-(4-amino-2,6-dichlorophenoxy)-2-methylspiro[cyclopropane-1,3'-indolin]-2'-one NC1=CC(=C(OC=2C=C3C4(C(NC3=CC2)=O)C(C4)C)C(=C1)Cl)Cl